4-((1-(4-cyclopropyl-pyrimidin-2-yl)ethyl)amino)-3-(6-morpholinyl-1H-benzo[d]imidazol-2-yl)quinolin-2(1H)-one C1(CC1)C1=NC(=NC=C1)C(C)NC1=C(C(NC2=CC=CC=C12)=O)C1=NC2=C(N1)C=C(C=C2)N2CCOCC2